1-(5-(4-(4-cyanophenyl)-4-fluoropiperidine-1-carbonyl)-2-methylphenyl)-3-((1-methylpiperidin-4-yl)methyl)urea C(#N)C1=CC=C(C=C1)C1(CCN(CC1)C(=O)C=1C=CC(=C(C1)NC(=O)NCC1CCN(CC1)C)C)F